FC1=C2C=CNC2=CC(=C1OC=1C=CC(=C(C1)C=1NC(=CN1)[C@H]1COC2=C(C=CC=C2C1)CC(=O)OCC)F)F ethyl 2-[(3S)-3-[2-[5-[(4,6-difluoro-1H-indol-5-yl)oxy]-2-fluoro-phenyl]-1H-imidazol-5-yl]chroman-8-yl]acetate